NC=1NC2=C(N1)C=C(C=C2)N 2,6-diaminobenzimidazole